bis-1,5-cyclooctadiene nickel (0) [Ni].C1=CCCC=CCC1.C1=CCCC=CCC1